C=C(C)C1(CCCCC1)C(=O)O 1-(prop-1-en-2-yl)cyclohexane-1-carboxylic acid